(2R,3R,4R,5S)-6-(prop-2-yn-1-ylamino)hexane-1,2,3,4,5-penta-ol C(C#C)NC[C@@H]([C@H]([C@@H]([C@@H](CO)O)O)O)O